4-((4-((cyclohexylamino)methyl)phenethyl)thio)-2-(2,6-dioxopiperidin-3-yl)isoindoline-1,3-dione C1(CCCCC1)NCC1=CC=C(CCSC2=C3C(N(C(C3=CC=C2)=O)C2C(NC(CC2)=O)=O)=O)C=C1